ClC1=CC=C2C(=CNC2=C1)S(=O)(=O)NC1=C(C=C(C=C1F)C#N)F 6-chloro-N-(4-cyano-2,6-difluorophenyl)-1H-indole-3-sulfonamide